C1(CC1)C=1C=CC=2N(C1)C=C(N2)C(C(=O)NN)CCO 2-(6-cyclopropylimidazo[1,2-a]pyridin-2-yl)-4-hydroxybutanehydrazide